CCCCCCCCCC(CCCCCCC)COC(=O)CCCCCCCCCCC(CCCCCC)O Heptylundecyl Hydroxystearate